((1-(6,7-dimethoxy-4-oxo-3,4-dihydrophthalazin-1-yl)piperidin-4-yl)methyl)carbamic acid tert-butyl ester C(C)(C)(C)OC(NCC1CCN(CC1)C1=NNC(C2=CC(=C(C=C12)OC)OC)=O)=O